2-methyl-3-(hydroxymethyl)phenylboronic acid pinacol ester CC1=C(C=CC=C1CO)B1OC(C)(C)C(C)(C)O1